C(C1=CC=CC=C1)N1C(C2=C(C(=C1)C=1C=C3C(=NC1)N=C(N3CC3=CC=C(C=C3)OC)C)C=CN2)=O 6-benzyl-4-(1-(4-methoxy-benzyl)-2-methyl-1H-imidazo[4,5-b]pyridin-6-yl)-1,6-dihydro-7H-pyrrolo[2,3-c]pyridin-7-one